CC1=CC=C(C=N1)/C=C/CC(=O)NC=1C=CC(=NC1)C(=O)NC1=C(C=C(C=C1)F)N 5-((E)-4-(6-methylpyridin-3-yl)but-3-enamido)-N-(2-amino-4-fluorophenyl)pyridine-2-carboxamide